N-(4-fluoro-4'-isopropyl-6-methoxy-[1,1'-biphenyl]-3-yl)acrylamide FC1=C(C=C(C(=C1)OC)C1=CC=C(C=C1)C(C)C)NC(C=C)=O